(1R,3S)-3-{5-[5-(2-formyl-3-hydroxyphenyl)-2-methylpyrazole-3-amido]-2H-pyrazol-3-yl}cyclopentyl N-methylcarbamate CNC(O[C@H]1C[C@H](CC1)C=1NN=C(C1)NC(=O)C=1N(N=C(C1)C1=C(C(=CC=C1)O)C=O)C)=O